OC=1N=C2N(C(C1C(=O)N)=O)C=CN2 7-hydroxy-5-oxo-1,5-dihydroimidazo[1,2-a]pyrimidine-6-carboxamide